4-cyclopropyl-N6-(2-methoxy-4-(methylsulfonyl)phenyl)-1-((2-(trimethylsilyl)ethoxy)methyl)-1H-pyrrolo[2,3-b]pyridine-4,6-diamine C1(CC1)C1(C=2C(=NC(=C1)NC1=C(C=C(C=C1)S(=O)(=O)C)OC)N(CC2)COCC[Si](C)(C)C)N